C1(CC1)CN1C(N(CC12CCC(CC2)(C2=CC=CC=C2)N(C)C)C2=C(C=C(C=C2)S(=O)(=O)C)F)=O cis-1-(Cyclopropyl-methyl)-8-dimethylamino-3-(2-fluoro-4-methylsulfonyl-phenyl)-8-phenyl-1,3-diazaspiro[4.5]decan-2-one